2',3-bis[(3-[3,5-di-tert-butyl-4-hydroxyphenyl]propanoyl)]propanehydrazide C(C)(C)(C)C=1C=C(C=C(C1O)C(C)(C)C)CCC(=O)NNC(CCC(CCC1=CC(=C(C(=C1)C(C)(C)C)O)C(C)(C)C)=O)=O